BrC1=CC(=NC=C1)CBr 4-bromo-2-(bromomethyl)pyridin